2-((2-ethylnonyl)oxy)ethane-1-ol mono-2-(methacryloyloxy)ethyl-maleate C(C(=C)C)(=O)OCC/C(/C(=O)O)=C/C(=O)O.C(C)C(COCCO)CCCCCCC